tert-Butyl 8-[(methanesulfonyl)amino]-10-[(4-methoxyphenyl)methyl]-11-oxo-1,3,4,7,8,9,10,11-octahydro-2H-pyrido[4',3':3,4]pyrazolo[1,5-a][1,4]diazepine-2-carboxylate CS(=O)(=O)NC1CN(C(C=2N(C1)N=C1C2CN(CC1)C(=O)OC(C)(C)C)=O)CC1=CC=C(C=C1)OC